O=C1OC2=C(N1CC#N)C=CC=C2 2-(2-oxobenzo[d]oxazol-3(2H)-yl)acetonitrile